C1(=CC=C(C=C1)C1=NC(=NC(=N1)C1=CC=C(C=C1)C1=CC=CC=C1)Cl)C1=CC=CC=C1 2,4-di([1,1'-biphenyl]-4-yl)-6-chloro-1,3,5-triazine